N1=CC=C(C=C1)C1=CC=C(C=C1)C1=CC=NC=C1 1,4-di(4-pyridinyl)benzene